(3R)-3-amino-8-(2-methoxyphenoxy)-1-methyl-1,2,3,4-tetrahydroquinolin-2-one N[C@H]1C(N(C2=C(C=CC=C2C1)OC1=C(C=CC=C1)OC)C)=O